tert-butyl N-[(1S)-1-[(1R,2S,5S)-2-[[cyano(1H-pyrrolo[2,3-c]pyridin-4-yl)methyl]carbamoyl]-6,6-dimethyl-3-azabicyclo[3.1.0]hexane-3-carbonyl]-2,2-dimethyl-propyl]carbamate C(#N)C(C1=C2C(=CN=C1)NC=C2)NC(=O)[C@@H]2[C@H]1C([C@H]1CN2C(=O)[C@H](C(C)(C)C)NC(OC(C)(C)C)=O)(C)C